BOC-D-3,4-difluorophenylalanine C(=O)(OC(C)(C)C)N[C@H](CC1=CC(=C(C=C1)F)F)C(=O)O